(2-hydroxyethyl)-6-methyl-4-[(1-methylcyclopropyl)amino]furo[2,3-d]pyrimidine-5-carboxamide OCCC=1N=C(C2=C(N1)OC(=C2C(=O)N)C)NC2(CC2)C